C1(CC1)N1N=CC=C1C1=NC(=NO1)[C@@H]1C(C12CCN(CC2)S(=O)(=O)N)(F)F (2R)-2-[5-(1-cyclopropyl-1H-pyrazol-5-yl)-1,2,4-oxadiazol-3-yl]-1,1-difluoro-6-azaspiro[2.5]octane-6-sulfonamide